[OH-].[OH-].C(C)(C)C1=CC(=CC=C1)C(C)C meta-diisopropylbenzene dihydroxide